benzyl-tetradecyl-dimethylammonium C(C1=CC=CC=C1)[N+](C)(C)CCCCCCCCCCCCCC